C(C)OC(CC(CN)C1=C(C(=CC=C1OCOCC[Si](C)(C)C)Cl)Cl)=O 4-amino-3-(2,3-dichloro-6-[[2-(trimethylsilyl)ethoxy]methoxy]phenyl)butanoic acid ethyl ester